FC1=C(C=C(C(=O)OC)C=C1)C=1NC=CN1 Methyl 4-fluoro-3-(1H-imidazol-2-yl)benzoate